(3,7-dimethyl-1H-indazole-5-carbonyl)-2-(tert-amyl)-5H-spiro[benzo[d]thiazol-6,4'-piperidin]-4(7H)-one CC1=NNC2=C(C=C(C=C12)C(=O)N1CCC2(CC1)CC1=C(N=C(S1)C(C)(C)CC)C(C2)=O)C